1-Chloro-6,7-dihydro-5H-cyclopenta[c]pyridine-4-carbonitrile-6-d ClC1=NC=C(C2=C1CC(C2)[2H])C#N